methyl 4-cyclopentyl-3,5-dimethoxybenzoate C1(CCCC1)C1=C(C=C(C(=O)OC)C=C1OC)OC